(2R)-2-({5-[(2-fluorophenyl)methoxy]-2-methyl-2H-indazol-3-yl}formamido)propanamide FC1=C(C=CC=C1)COC1=CC2=C(N(N=C2C=C1)C)C(=O)N[C@@H](C(=O)N)C